The molecule is the organic bromide salt of a 5alpha androstane compound having 3alpha-hydroxy-, 17beta-acetoxy-, 2beta-morpholino- and 16beta-N-allyllyrrolidinium substituents. It has a role as a neuromuscular agent and a muscle relaxant. It is an organic bromide salt and a quaternary ammonium salt. It contains a rocuronium. It derives from a hydride of a 5alpha-androstane. CC(=O)O[C@H]1[C@H](C[C@@H]2[C@@]1(CC[C@H]3[C@H]2CC[C@@H]4[C@@]3(C[C@@H]([C@H](C4)O)N5CCOCC5)C)C)[N+]6(CCCC6)CC=C.[Br-]